2-((1-(2,7-dimethyl-1-oxo-3-(4-(2,2,2-trifluoroethyl)piperazin-1-yl)-1,2-dihydroisoquinolin-5-yl)-2-fluoroethyl)amino)benzoic acid CN1C(C2=CC(=CC(=C2C=C1N1CCN(CC1)CC(F)(F)F)C(CF)NC1=C(C(=O)O)C=CC=C1)C)=O